2-((6-chloro-8-(4-methylpiperazin-1-yl)imidazo[1,2-b]pyridazin-2-yl)methyl)isoindoline-1,3-dione ClC=1C=C(C=2N(N1)C=C(N2)CN2C(C1=CC=CC=C1C2=O)=O)N2CCN(CC2)C